N-(1-(4,4-difluorocyclohexyl)-5-methyl-1H-pyrazol-3-yl)-4-(methylthio)-2-(6-azaspiro[2.5]octan-6-yl)benzamide FC1(CCC(CC1)N1N=C(C=C1C)NC(C1=C(C=C(C=C1)SC)N1CCC2(CC2)CC1)=O)F